BrC=1C(=NC(=CC1)C)N 3-bromo-6-methylpyridin-2-amine